benzyl N-[(1S)-1-cyano-2-[(3S)-2-oxo-3-piperidyl]ethyl]carbamate C(#N)[C@H](C[C@H]1C(NCCC1)=O)NC(OCC1=CC=CC=C1)=O